2-(7-Amino-3-methyl-3H-imidazo[4,5-g]quinolin-6-yl)propan-2-ol NC=1C(=NC=2C=C3C(=CC2C1)N=CN3C)C(C)(C)O